C(C1=CC=CC=C1)OC(=O)N[C@H]1CN(CCC1)C(=O)OC(C)(C)C tert-butyl (3R)-3-(benzyloxy carbonylamino)piperidine-1-carboxylate